ClC1=CC=CC(=C(C1=O)O)C 7-chloro-2-hydroxy-3-methylcyclohepta-2,4,6-trien-1-one